tert-butyl 3,4,6,7-tetrahydroimidazo[4,5-c]pyridine-5-carboxylate N1=CNC=2CN(CCC21)C(=O)OC(C)(C)C